FC=1C=C(C=CC1F)C=1C=C2C(=NC1)N(C(N2C[C@@H](CC)O)=O)C |r| (R/S)-6-(3,4-difluorophenyl)-1-(2-hydroxybutyl)-3-methyl-imidazo[4,5-b]pyridin-2-one